O=C(CCC(=O)O)OC=1C=C2C(=CNC2=CC1)CCN1CCCC1 4-oxo-4-((3-(2-(pyrrolidin-1-yl)ethyl)-1H-indol-5-yl)oxy)butyric acid